OCC1=CC2=CC=CC=C2C=C1 2-(hydroxymethyl)naphthalene